C(C)(C)(C)C=1C=CC(=NC1)C(=O)NCC1=CN=C(N=N1)SC 5-tert-butyl-N-{[3-(methylsulfanyl)-1,2,4-triazin-6-yl]methyl}pyridine-2-carboxamide